COC=1C(=C(C(=CC1)C)C(C#N)C=1C=2N(C(=CN1)C)C=NN2)C 2-(3-methoxy-2,6-dimethylphenyl)-2-{5-methyl-[1,2,4]triazolo[4,3-a]pyrazin-8-yl}acetonitrile